C(#N)C=1C=C(C=CC1)C=1N(C=C(N1)C)OC 2-(3-Cyanophenyl)-1-methoxy-4-methyl-1H-imidazol